1-vinyl-3-ethylimidazole sulfur [S].C(=C)N1CN(C=C1)CC